(2,2-difluoroethyl)N,N-diisopropylamide FC(CC(C)(C)[N-]C(C)C)F